C(C1=CC=CC=C1)OC(=O)NC1(CCN(CC1)C(=O)OC(C)(C)C)C Tert-butyl 4-(((benzyloxy) carbonyl) amino)-4-methylpiperidine-1-carboxylate